2-(5-bromoindan-2-yl)acetic acid BrC=1C=C2CC(CC2=CC1)CC(=O)O